(2-(bis(4-chlorophenyl)methyl)-6-methoxybenzofuran-3-yl)diphenyl-phosphine oxide ClC1=CC=C(C=C1)C(C=1OC2=C(C1P(C1=CC=CC=C1)(C1=CC=CC=C1)=O)C=CC(=C2)OC)C2=CC=C(C=C2)Cl